N=1C=CN2C1C=C(C=C2)C2(CCC2)C#N 1-imidazo[1,2-a]pyridin-7-ylcyclobutanecarbonitrile